C1(CC2C(CC1)O2)OC(CCCCC(=O)OC2CC1C(CC2)O1)=O adipic acid bis-(3,4-epoxycyclohexyl) ester